COC=1C(COC(OCC=2C(OC)=CC=CC2)=O)=CC=CC1 Bis(methylsalicyl)carbonate